5-Nitro-1-(pyridin-4-ylmethyl)-1H-indazole [N+](=O)([O-])C=1C=C2C=NN(C2=CC1)CC1=CC=NC=C1